(S)-N-(4-((4-(4-Aminopyrimidin-2-yl)-1,3-dimethyl-1H-pyrazol-5-yl)oxy)butan-2-yl)-6'-chloro-5-(trifluoromethyl)-[2,3'-bipyridin]-4'-amine NC1=NC(=NC=C1)C=1C(=NN(C1OCC[C@H](C)NC1=C(C=NC(=C1)Cl)C1=NC=C(C=C1)C(F)(F)F)C)C